CN1[C@@H]2CN([C@@H]2CC1)C1=C2C(=NC=NC2=CC=C1O[C@@H]1COCC1)N 5-((1r,5r)-2-methyl-2,6-diazabicyclo[3.2.0]hept-6-yl)-6-(((S)-tetrahydrofuran-3-yl)oxy)quinazolin-4-amine